CN(CCN(C=1C(=CC(=C(C1)OC)NC1=NC=CC(=N1)C=1C=C2C=NN(C2=C(C1)F)C)N)C)C N1-(2-(dimethylamino)ethyl)-N4-(4-(7-fluoro-1-methyl-1H-indazole-5-yl)pyrimidin-2-yl)-5-methoxy-N1-methylbenzene-1,2,4-triamine